(S)-5-(4-(2-azabicyclo[2.1.1]hexan-2-yl)-6,6,8-trimethyl-8,9-dihydro-6H-[1,4]oxazino[4,3-e]purin-2-yl)pyrimidin C12N(CC(C1)C2)C=2C=1N=C3N(C1N=C(N2)C=2C=NC=NC2)C[C@@H](OC3(C)C)C